1-isopropyl-2,3-dimethylbutyl methacrylate C(C(=C)C)(=O)OC(C(C(C)C)C)C(C)C